N1N=CC2=C(C=CC=C12)C=1N=C(C2=C(N1)C=C(S2)/C=C/C(=O)N2CCN(CC2)CCOC)N2CCOCC2 (E)-3-(2-(4-indazolyl)-4-morpholino-6-thieno[3,2-d]pyrimidinyl)-1-(4-(2-methoxyethyl)-1-piperazinyl)-2-propen-1-one